ClC(C)C1=CC(=CC=C1)F 1-(1-chloroethyl)-3-fluorobenzene